NC1=NC=CC=C1C1=NC=2C(=NC(=CC2)C2=C(C=NC=C2)C#N)N1C1=CC=C(CN2CCC(CC2)NC2=NC(=NC=C2)C#N)C=C1 4-((1-(4-(2-(2-Aminopyridin-3-yl)-5-(3-cyanopyridin-4-yl)-3H-imidazo[4,5-b]pyridin-3-yl)benzyl)piperidin-4-yl)amino)pyrimidine-2-carbonitrile